C(=O)O.N[C@@H]1CC=CC[C@H]1C1=C(C2=NC(=CC(=C2S1)NCC=1SC=CC1)Cl)I 2-((1R,6R)-6-aminocyclohex-3-en-1-yl)-5-chloro-3-iodo-N-(thiophen-2-ylmethyl)thieno[3,2-b]pyridin-7-amine formate